ClC1=CC2=C(C=CC=3C=CC=4C=CC=CC4C23)C=C1 2-chlorobenzo[C]phenanthrene